(4-bromophenyl)-2-methyl-1,2-dihydro-3H-pyrazol-3-one BrC1=CC=C(C=C1)N1N(C(C=C1)=O)C